(1-(6-((2-(2,6-dioxopiperidin-3-yl)-1,3-dioxoisoindolin-5-yl)amino)hexyl)-3,5-dimethyl-1H-pyrazol-4-yl)quinoxaline-5-carbonitrile O=C1NC(CCC1N1C(C2=CC=C(C=C2C1=O)NCCCCCCN1N=C(C(=C1C)C1=NC=2C=CC=C(C2N=C1)C#N)C)=O)=O